COC1=CC=C(C=C1)N1C2CCC1CC=1C=NC=CC12 10-(4-methoxyphenyl)-6,7,8,9-tetrahydro-5H-5,8-epiminocyclohepta[c]pyridine